Cl.ClC=1C=2N(C=CC1SC=1N=CC(=NC1)N1CCC3([C@@H]([C@@H](OC3)C)N)CC1)C=CN2 (3S,4S)-8-(5-((8-chloroimidazo[1,2-a]pyridin-7-yl)thio)pyrazin-2-yl)-3-methyl-2-oxa-8-azaspiro[4.5]decan-4-amine hydrochloride